N-((5-(2,4-difluorophenyl)thiophen-2-yl)methylene)-2-methylpropan-2-sulfinamide FC1=C(C=CC(=C1)F)C1=CC=C(S1)C=NS(=O)C(C)(C)C